5-[3-[2,4-difluoro-3-(methylsulfonylamino)benzoyl]-1-(oxazolidin-2-yl)pyrazolo[3,4-b]pyridin-5-yl]pyridine-2-carboxylic acid methyl ester COC(=O)C1=NC=C(C=C1)C=1C=C2C(=NC1)N(N=C2C(C2=C(C(=C(C=C2)F)NS(=O)(=O)C)F)=O)C2OCCN2